C(CCC)OC(C=1C(C(=O)O)=CC=CC1C=1SC=C(C1)C(CCCC)CCC)=O 4-(5-octyl)thiophenephthalic acid n-butyl ester